5-(((3-(dimethylamino)propoxy)carbonyl)oxy)-7-octylpentadecyloctanoate CN(CCCOC(=O)OC(CCCCOC(CCCCCCC)=O)CC(CCCCCCCC)CCCCCCCC)C